N-[1-{5-[2-(aminomethyl)-4-chlorophenyl]thiophen-2-yl}ethyl]-6,7-dimethoxy-2-methylquinazolin-4-amine NCC1=C(C=CC(=C1)Cl)C1=CC=C(S1)C(C)NC1=NC(=NC2=CC(=C(C=C12)OC)OC)C